[4-(4-tert-butylpyrazol-1-yl)-2,6-difluoro-phenyl]-6'-oxo-spiro[cyclopropane-1,5'-imidazo[1,2-a]imidazole]-3'-carbaldehyde C(C)(C)(C)C=1C=NN(C1)C1=CC(=C(C(=C1)F)C1=NC=2N(C1C=O)C1(C(N2)=O)CC1)F